6-amino-4-((3-chloro-4-((6-isobutylpyridin-3-yl)methoxy)phenyl)amino)-7-ethoxyquinoline-3-carbonitrile NC=1C=C2C(=C(C=NC2=CC1OCC)C#N)NC1=CC(=C(C=C1)OCC=1C=NC(=CC1)CC(C)C)Cl